rac-(3aR,5R,7S,7aR)-5-(5-fluoro-2-methylphenyl)-1,3,3,5,7-pentamethyl-octahydrobenzo[c]isoxazole FC=1C=CC(=C(C1)[C@]1(C[C@@H]2[C@H](N(OC2(C)C)C)[C@H](C1)C)C)C |r|